O[C@H](C(C)C)CC[C@@H](C)[C@H]1CC[C@H]2[C@@H]3CC=C4C[C@@H](O)CC[C@]4(C)[C@H]3CC[C@]12C 24(s)-hydroxycholesterol